C(C)(C)C1=C(NC2=CC=C(C=C12)C1CN(CCC1)C1CCOCC1)C=1C=C(C=2N(C1)N=CN2)OC 6-(3-Isopropyl-5-(1-(tetrahydro-2H-pyran-4-yl)piperidin-3-yl)-1H-indol-2-yl)-8-methoxy-[1,2,4]triazolo[1,5-a]pyridin